4-[(2,5-dioxo-1-pyrrolyl)methyl]cyclohexane-1-carboxylic acid O=C1N(C(C=C1)=O)CC1CCC(CC1)C(=O)O